NC1=C(C=CC(=C1)C=1C(=NOC1C)C)N[C@H]1C[C@@H](CC1)O (1R,3R)-3-((2-amino-4-(3,5-dimethylisoxazol-4-yl)phenyl)amino)cyclopentan-1-ol